1-methyl-butanol CC(CCC)O